C(C)N1[C@@H](C=2N=CC(=C(C3=CN4C(C(OCCCCCC(NC1=O)CC)=N3)=NC=C4)C2)OC)C (12R)-13,16-diethyl-8-methoxy-12-methyl-12,13,16,17,18,19,20,21-octahydro-6,23-(azeno)-11,7-(metheno)imidazo[2,1-c][1,4,10,13,15]oxatetraazacyclohenicosin-14(15H)-one